(±)-3-(7-Methyl-1H-indazol-5-yl)-2-{[4-(2-oxo-1,4-dihydro-2H-quinazolin-3-yl)-piperidine-1-carbonyl]-amino}-propionic acid 1-diethylamino-1-methyl-ethyl ester C(C)N(C(C)(C)OC([C@@H](CC=1C=C2C=NNC2=C(C1)C)NC(=O)N1CCC(CC1)N1C(NC2=CC=CC=C2C1)=O)=O)CC |r|